tert-butyloxycarbonyl-3-(4-nitro-1H-pyrazol-1-yl)-1-propylamine C(C)(C)(C)OC(=O)NCCCN1N=CC(=C1)[N+](=O)[O-]